acryloyloxy-2-hydroxypropyl ether C(C=C)(=O)OCC(COCC(COC(C=C)=O)O)O